BrC=1C(=C2C(=NC1)NC=C2NC(C2=CN=CC=C2)=O)N2C[C@@H](CCC2)NC (R)-N-(5-bromo-4-(3-(methylamino)piperidin-1-yl)-1H-pyrrolo[2,3-b]pyridin-3-yl)nicotinamide